(R)-(+)-4-(hydroxymethyl)-2-oxazolidinone benzoate C1[C@H](NC(=O)O1)COC(=O)C2=CC=CC=C2